C(C)(=O)ONC(=N)C=1C=C(SC1)[C@@H](C(F)(F)F)NC(=O)[C@H]1N(CC2(OCCO2)C1)C(CNC(=O)C=1C=CC=2C(C3=CC=CC=C3C2C1)(F)F)=O |o1:12| (S)-N-((R*)-1-(4-(N-acetoxycarbamimidoyl)thiophen-2-yl)-2,2,2-trifluoroethyl)-7-((9,9-difluoro-9H-fluorene-3-carbonyl)glycyl)-1,4-dioxa-7-azaspiro[4.4]nonane-8-carboxamide